2-(1-(4-amino-3-(4-methoxy-3,5-dimethylphenyl)-1H-pyrazolo[3,4-d]pyrimidin-1-yl)ethyl)-3-(3-fluorophenyl)-4H-chromen-4-one NC1=C2C(=NC=N1)N(N=C2C2=CC(=C(C(=C2)C)OC)C)C(C)C=2OC1=CC=CC=C1C(C2C2=CC(=CC=C2)F)=O